COC(=O)C1=NN(C(=C1)Cl)CCC1CCNCC1 5-chloro-1-(2-(piperidin-4-yl)ethyl)-1H-pyrazole-3-carboxylic acid methyl ester